octadecenylacetoacetate C(=CCCCCCCCCCCCCCCCC)CC(CC(=O)[O-])=O